chloro-2-fluoro-N-[4-(4-{[(3R,4S)-4-fluoro-1-methylpyrrolidin-3-yl]oxy}-3-methyl-1H-pyrazolo[3,4-d]pyrimidin-6-yl)phenyl]benzenesulfonamide ClC=1C(=C(C=CC1)S(=O)(=O)NC1=CC=C(C=C1)C1=NC(=C2C(=N1)NN=C2C)O[C@@H]2CN(C[C@@H]2F)C)F